ClC1=CC(=CC(=C1)I)Cl 1,3-dichloro-5-iodo-benzene